4-(Trans-4-(methoxycarbonyl)cyclohexane-1-carbonyl)piperazine-1-carboxylic acid tert-butyl ester C(C)(C)(C)OC(=O)N1CCN(CC1)C(=O)[C@@H]1CC[C@H](CC1)C(=O)OC